5-(2-methoxypyridin-4-yl)-2-(5-(methyl((1R,3s,5S)-1,5,8-trimethyl-8-azabicyclo[3.2.1]octan-3-yl)amino)-1,3,4-thiadiazol-2-yl)phenol COC1=NC=CC(=C1)C=1C=CC(=C(C1)O)C=1SC(=NN1)N(C1C[C@]2(CC[C@@](C1)(N2C)C)C)C